CC1=C(C=CC=C1)N1CC2=CC=CC=C2CC1 2-(2-methylphenyl)-1,2,3,4-tetrahydroisoquinoline